[Cl-].[Cl-].C[Si](=[Zr+2](C1=C(C=C2C(C=3CCCC3C=C12)C1=CC=C(C=C1)C(C)(C)C)C)C1C(=CC2=C(C(=C(C=C12)C(C)(C)C)OC)C1=CC(=CC(=C1)C(C)(C)C)C(C)(C)C)C)C Anti-dimethylsilanediyl[2-methyl-4-(3,5-di-tert-butylphenyl)-5-methoxy-6-tert-butyl-inden-1-yl][2-methyl-4-(4-tert-butylphenyl)-5,6,7-trihydro-s-indacen-1-yl]zirconium dichloride